4-fluoro-2-[2-[(3R)-3-methylmorpholin-4-yl]-8-(1H-pyrazol-5-yl)-1,7-naphthyridin-4-yl]aniline FC1=CC(=C(N)C=C1)C1=CC(=NC2=C(N=CC=C12)C1=CC=NN1)N1[C@@H](COCC1)C